di-(tert-butyl-peroxy)diisopropylbenzene C(C)(C)(C)OOC1=C(C(=C(C=C1)C(C)C)C(C)C)OOC(C)(C)C